[4-[7-(3-amino-1-isoquinolinyl)-6-chloro-quinazolin-4-yl]piperazin-1-yl]prop-2-en-1-one NC=1N=C(C2=CC=CC=C2C1)C1=C(C=C2C(=NC=NC2=C1)N1CCN(CC1)C(C=C)=O)Cl